4-((1-(tert-Butoxycarbonyl)azetidin-3-yl)amino)-6-oxo-1-(tetrahydro-2H-pyran-4-yl)-1,6-dihydropyridine-3-carboxylic acid methyl ester COC(=O)C1=CN(C(C=C1NC1CN(C1)C(=O)OC(C)(C)C)=O)C1CCOCC1